N-(β-N-methylaminoethyl)-γ-aminopropyltriethoxysilane CNCCNCCC[Si](OCC)(OCC)OCC